FC1=CC(=C(C=C1)N/C(/C(=O)OC)=C/C(=O)OC)OC Dimethyl 2-((4-fluoro-2-methoxyphenyl)amino)maleate